Ethyl (S)-3-(3-(4-Hydroxy-1-methyl-2-oxo-1,2-dihydropyridin-3-yl)ureido)-3-(6-methyl-3'-(trifluoromethoxy)biphenyl-3-yl)propanoat OC1=C(C(N(C=C1)C)=O)NC(N[C@@H](CC(=O)OCC)C=1C=C(C(=CC1)C)C1=CC(=CC=C1)OC(F)(F)F)=O